The molecule is an N-acetyl-alpha-D-glucosaminide having (S)-malyl as the anomeric substituent. It derives from a (S)-malic acid. It is a conjugate acid of a (S)-malyl N-acetyl-alpha-D-glucosaminide(2-). CC(=O)N[C@@H]1[C@H]([C@@H]([C@H](O[C@@H]1O[C@@H](CC(=O)O)C(=O)O)CO)O)O